(R)-(3S,5R,8R,9S,10S,13R,14S,17R)-14-hydroxy-10,13-dimethyl-17-(2-oxo-2H-pyran-5-yl)hexadecahydro-1H-cyclopenta[a]phenanthren-3-yl 2-amino-4-methylpentanoate N[C@@H](C(=O)O[C@H]1CC[C@@]2([C@H]3CC[C@@]4([C@H](CC[C@@]4([C@@H]3CC[C@@H]2C1)O)C=1C=CC(OC1)=O)C)C)CC(C)C